2-(3-Hydroxy-4-methylphenyl)-3,4-dihydro-2H-chromen-7-ol OC=1C=C(C=CC1C)C1OC2=CC(=CC=C2CC1)O